C1(CC1)CN1C[C@H](CC1)O[C@H]1CCCC([C@@H]1NC(CC1=C(C(=NC=C1)C1=CC(=CC(=C1)F)F)F)=O)(F)F N-((1R,6S)-6-(((S)-1-(cyclopropylmethyl)pyrrolidin-3-yl)oxy)-2,2-difluorocyclohexyl)-2-(2-(3,5-difluorophenyl)-3-fluoropyridin-4-yl)acetamide